ClC=1C=C(C=C(C1N[C@@H](CSC1=CC=C(C=C1)F)CCN1CC(C1)F)C#N)S(=O)(=O)NC(=O)[C@@]1(OCCCC1)C (R)-N-((3-chloro-5-cyano-4-(((R)-4-(3-fluoroazetidin-1-yl)-1-((4-fluorophenyl)thio)butan-2-yl)amino)phenyl)sulfonyl)-2-methyltetrahydro-2H-pyran-2-carboxamide